N2-isopropyl-N4-phenyl-6-(6-(trifluoromethyl)pyridin-2-yl)-1,3,5-triazine-2,4-diamine C(C)(C)NC1=NC(=NC(=N1)NC1=CC=CC=C1)C1=NC(=CC=C1)C(F)(F)F